5-(3-aminopropyl)-7-chloro-10-methyl-5,10-dihydro-11H-dibenzo[b,e][1,4]diazepin-11-one NCCCN1C2=C(N(C(C3=C1C=CC=C3)=O)C)C=CC(=C2)Cl